cyclohexanyl salicylate (CYCLOHEXYL SALICYLATE) C1(CCCCC1)OC=1C(C(=O)O)=CC=CC1.C(C=1C(O)=CC=CC1)(=O)OC1CCCCC1